calcium sodium sulfate phosphate P(=O)([O-])([O-])[O-].S(=O)(=O)(O)O.[Na+].[Ca+2]